ClC1=C(C(=O)/C(=C\N(C)C)/OC2=C(C#N)C=CC=C2)C=CC=C1 ((E)-1-(2-Chlorobenzoyl)-2-(dimethylamino)vinyloxy)benzonitrile